(3S,6S)-N-((1H-1,2,3-triazol-4-yl)methyl)-3-((2S,3S)-2-amino-3-methylpentanamido)-4-oxo-1,2,3,4,6,7-hexahydroazepin N1N=NC(=C1)CN1C[C@@H](C(CCC1)=O)NC([C@H]([C@H](CC)C)N)=O